3-(3-cyano-1H-pyrrolo[2,3-b]pyridin-5-yl)-5-isopropyl-N-methylbenzamide C(#N)C1=CNC2=NC=C(C=C21)C=2C=C(C(=O)NC)C=C(C2)C(C)C